ClC=1C=CC(=C(C1)C1=NN(C=C1NC(=O)C=1C=NN2C1N=CC=C2)CC(NCC2OCCC2)=O)OC N-(3-(5-chloro-2-methoxyphenyl)-1-(2-oxo-2-((tetrahydrofuran-2-yl)methylamino)ethyl)-1H-pyrazol-4-yl)pyrazolo[1,5-a]pyrimidine-3-carboxamide